C(=O)(O)CC1=CC(=C(C(=O)NC=2C=CC(=NC2)C(=O)O)C=C1O)O 5-(4-(carboxymethyl)-2,5-dihydroxybenzoylamino)picolinic acid